O1C(CCCC1)N1N=C(C=2C=NC(=CC21)NC(C)=O)C2CCOCC2 N-(1-(tetrahydro-2H-pyran-2-yl)-3-(tetrahydro-2H-pyran-4-yl)-1H-pyrazolo[4,3-c]pyridin-6-yl)acetamide